C(C(C)C)(=O)O.CC\C=C/CC (Z)-3-hexene isobutyrate